[N+](=O)([O-])C=CC1=CC=C(C=C1)C(F)(F)F 1-(2-nitrovinyl)-4-trifluoromethylbenzene